[5-methyl-1-(oxan-2-yl)-1H-indazol-4-yl]boronic acid CC=1C(=C2C=NN(C2=CC1)C1OCCCC1)B(O)O